C[C@@]1(CN(CCC1=O)C(=O)OC(C)(C)C)C(=O)OC (S)-1-tert-butyl 3-methyl 3-methyl-4-oxopiperidine-1,3-dicarboxylate